benzyl 5-bromo-8-fluoro-3,4-dihydro-1H-isoquinoline-2-carboxylate BrC1=C2CCN(CC2=C(C=C1)F)C(=O)OCC1=CC=CC=C1